C(C)(=O)O[C@@H]1[C@H](C(O)O[C@@H]([C@H]1OC(C)=O)COC(C)=O)N=[N+]=[N-] 3,4,6-tri-O-acetyl-2-azido-2-deoxy-D-glucopyranose